CS(=O)(=O)C=1C=CC(=NC1)C=1C=NC(=CC1N)N 5-(methylsulfonyl)-[2,3'-bipyridine]-4',6'-diamine